1-((2-fluoro-4-(4,4,5,5-tetramethyl-1,3,2-dioxaborolan-2-yl)phenyl)imino)-1λ6-thietane-1-oxide FC1=C(C=CC(=C1)B1OC(C(O1)(C)C)(C)C)N=S1(CCC1)=O